(Z)-N-(4-(4-chlorophenyl)-5-(2,2,2-trifluoroethoxy)pyrimidin-2-yl)-2-cyano-3-hydroxy-3-(5-methylisoxazol-4-yl)acrylamide ClC1=CC=C(C=C1)C1=NC(=NC=C1OCC(F)(F)F)NC(\C(=C(\C=1C=NOC1C)/O)\C#N)=O